OCCNC(CCCCCCCC(=O)NCCO)=O N,N'-Bis(2-hydroxyethyl)nonanediamide